3-(4-(Aminomethyl)-6-fluoropyridin-2-yl)piperidine-2,6-dione NCC1=CC(=NC(=C1)F)C1C(NC(CC1)=O)=O